4-[6-({1-[(4-cyclopropyl-3-methylphenyl)carbamoyl]-D-prolyl}amino)pyridin-3-yl]benzoic acid C1(CC1)C1=C(C=C(C=C1)NC(=O)N1[C@H](CCC1)C(=O)NC1=CC=C(C=N1)C1=CC=C(C(=O)O)C=C1)C